N6-[(2R)-2-amino-2-phenyl-ethyl]-1-methyl-N4-tetrahydropyran-4-yl-pyrazolo[3,4-d]pyrimidine-4,6-diamine N[C@@H](CNC1=NC(=C2C(=N1)N(N=C2)C)NC2CCOCC2)C2=CC=CC=C2